3-fluoro-5-((6-morpholino-1-oxoisoquinolin-2(1H)-yl)methyl)-N-(2-morpholinoethyl)benzamide FC=1C=C(C(=O)NCCN2CCOCC2)C=C(C1)CN1C(C2=CC=C(C=C2C=C1)N1CCOCC1)=O